2,3-dimethylbenzazetidine CC1NC2=C1C(=CC=C2)C